BrC=1C(=NC(=CC1)OC([2H])([2H])[2H])C(=O)O 3-bromo-6-(methoxy-d3)picolinic acid